nitrogen oxide, hydrate O.[N]=O